Methyl 5-acrylamido-1-(3-(trifluoromethyl)benzyl)-1H-indole-3-carboxylate C(C=C)(=O)NC=1C=C2C(=CN(C2=CC1)CC1=CC(=CC=C1)C(F)(F)F)C(=O)OC